(R)-3-nitro-4-((1-(phenylthio)-4-(pyrrolidin-1-yl)butan-2-yl)amino)benzenesulfonamide [N+](=O)([O-])C=1C=C(C=CC1N[C@@H](CSC1=CC=CC=C1)CCN1CCCC1)S(=O)(=O)N